(S or R)-2-(7-acryloyl-5-(7-bromo-2-(hydroxymethyl)-1H-benzo[d]imidazole-4-carbonyl)-3,4,5,5a,6,7,8,9-octahydro-2H-1,2,5,7-tetraazabenzo[cd]azulen-2-yl)-5-cyclobutylphenyl acetate C(C)(=O)OC1=C(C=CC(=C1)C1CCC1)N1N=C2CCN(C[C@@H]3C2=C1CCN3C(=O)C3=CC=C(C=1NC(=NC13)CO)Br)C(C=C)=O |o1:21|